bis(N,N-diglycidylcyclohexyl-4-aminocyclohexyl)methane C(C1CO1)N(C1CCC(CC1)(C1CCCCC1)CC1(CCC(CC1)N(CC1CO1)CC1CO1)C1CCCCC1)CC1CO1